C1(CCCC1)NC1=CC=C(C=C1)[C@@H]1N(C2=CC=C(C=C2C[C@@H]1C(=O)NC1=CC(=C(C=C1)C)C(F)(F)F)OC)C(C1=C(C=CC=C1C)F)=O (2R,3S)-2-(4-(cyclopentylamino)phenyl)-1-(2-fluoro-6-methylbenzoyl)-6-methoxy-N-(4-methyl-3-(trifluoromethyl)phenyl)-1,2,3,4-tetrahydroquinoline-3-carboxamide